N1(N=CN=C1)CCN1CCC2=C(C(=CC=C12)NC1=CC=CC=C1)F 1-(2-(1H-1,2,4-triazol-1-yl)ethyl)-4-fluoro-N-phenylindolin-5-amine